N-[(2S)-4-Hydroxybutan-2-yl]-5-(1-methyl-1H-pyrazol-3-yl)-6-[4-(trifluoromethyl)phenoxy]pyridine-3-carboxamide OCC[C@H](C)NC(=O)C=1C=NC(=C(C1)C1=NN(C=C1)C)OC1=CC=C(C=C1)C(F)(F)F